C(C)(C)(C)C1N2C(C3=CC(=C(C=C3C1)C1=CN=C(S1)OCCOC)OC)=CC(C(=C2)C(=O)OCC)=O ethyl 6-tert-butyl-10-methoxy-9-[2-(2-methoxyethoxy) thiazol-5-yl]-2-oxo-6,7-dihydro-2H-pyrido[2,1-a]isoquinoline-3-carboxylate